1-(azetidin-1-yl)-4-(2-chlorophenyl)-6-(trifluoromethyl)-3H-pyrido[1,2-c]pyrimidin-3-one N1(CCC1)C1=NC(C(=C2N1C=CC(=C2)C(F)(F)F)C2=C(C=CC=C2)Cl)=O